ClC1=CC=C(C=C1)C1=N[C@H](C=2N(C3=C1C(=C(S3)C)C)C(=NN2)C)CC(=O)NCCNC(CCCC(=O)NC2=C(C=CC=C2)C(NC=2SC(=C(N2)C)C)=O)=O (S)-N1-(2-(2-(4-(4-Chlorophenyl)-2,3,9-trimethyl-6H-thieno[3,2-f][1,2,4]triazolo[4,3-a][1,4]diazepin-6-yl)acetamido)ethyl)-N5-(2-((4,5-dimethylthiazol-2-yl)carbamoyl)phenyl)glutaramide